OC1[C@H]2CN(C[C@@H]1CC2)C(=O)OC(C)(C)C tert-butyl (1R,5S,8r)-8-hydroxy-3-azabicyclo[3.2.1]octane-3-carboxylate